2-{3-[4-(2,2-difluoroethyl)piperazine-1-carbonyl]-5,6-dihydrocyclopenta[c]pyrazol-1(4H)-yl}-1-[4-(2,3-dimethylphenyl)piperazin-1-yl]ethan-1-one FC(CN1CCN(CC1)C(=O)C=1C2=C(N(N1)CC(=O)N1CCN(CC1)C1=C(C(=CC=C1)C)C)CCC2)F